FC1=C(CN2C3=C(OCC2=O)C=CC(=C3)C(=O)NO)C(=CC=C1)C(F)(F)F 4-(2-fluoro-6-(trifluoromethyl)benzyl)-N-hydroxy-3-oxo-3,4-dihydro-2H-benzo[b][1,4]oxazine-6-carboxamide